2,2'-Diaminodiphenylsulfide C1=CC=C(C(=C1)N)SC2=CC=CC=C2N